allyl-3-ethyl-1H-imidazol-3-ium C(C=C)N1C=[N+](C=C1)CC